[As]([O-])([O-])([O-])=O.[Ca+2].[As]([O-])([O-])([O-])=O.[Ca+2].[Ca+2] calcium arsenate salt